2-[(1S)-2-Benzyloxy-1-methyl-ethyl]pyrazole-3-carboxylic acid C(C1=CC=CC=C1)OC[C@H](C)N1N=CC=C1C(=O)O